1-(azetidin-1-ylmethyl)cyclopropan-1-amine N1(CCC1)CC1(CC1)N